tert-butyl 4-(4-((phenoxycarbonyl)amino)phenyl)piperidine-1-carboxylate O(C1=CC=CC=C1)C(=O)NC1=CC=C(C=C1)C1CCN(CC1)C(=O)OC(C)(C)C